6-bromo-8-chloroquinoline-4-carboxylic acid BrC=1C=C2C(=CC=NC2=C(C1)Cl)C(=O)O